FC1([C@@H](C1)C(=O)N1[C@H]2CN(C[C@@H]1CC2)C2=NC(=NC=C2)NC=2C=CC(=NC2)C(C#N)(C)C)F 2-[5-({4-[(1R,5S)-8-{[(1S)-2,2-difluorocyclopropyl]carbonyl}-3,8-diazabicyclo[3.2.1]oct-3-yl]pyrimidin-2-yl}amino)pyridin-2-yl]-2-methylpropanenitrile